(E)-1-(4-Amino-2-hydroxyphenyl)-3-(4-chlorophenyl)prop-2-en-1-one NC1=CC(=C(C=C1)C(\C=C\C1=CC=C(C=C1)Cl)=O)O